1,3-dimethyl-3-phenylbutyl acetate C(C)(=O)OC(CC(C)(C1=CC=CC=C1)C)C